ClC1=C(C=CC=C1)NC1=C(N=C2N1C=C(N=C2)C=2C=NN(C2)C)C=2C=CC=1N(C2)C(=NN1)C N-(2-chlorophenyl)-6-(1-methyl-1H-pyrazol-4-yl)-2-(3-methyl-[1,2,4]triazolo[4,3-a]pyridin-6-yl)imidazo[1,2-a]pyrazin-3-amine